2-oxa-7-azaspiro[3.5]nonane ((2-oxa-7-azaspiro[3.5]nonane-7-ium-7-yl)methyl)trifluoroborate C1OCC12CC[NH+](CC2)C[B-](F)(F)F.C2OCC21CCNCC1